8-chloro-N-(6,7-dihydro-5H-cyclopenta[b]pyridin-3-ylmethyl)-9-methyl-pyrido[3',2':4,5]thieno[3,2-d]pyrimidin-4-amine ClC1=C(C2=C(SC3=C2N=CN=C3NCC=3C=C2C(=NC3)CCC2)N=C1)C